4-(3-(bromomethyl-d2)phenyl)-1-methyl-1H-pyrazole BrC(C=1C=C(C=CC1)C=1C=NN(C1)C)([2H])[2H]